C12(CC3CC(CC(C1)C3)C2)N2CCN(CC2)CCOC2=C3C(N(C(=NC3=CC=C2)C)C2C(NC(CC2)=O)=O)=O 3-(5-(2-(4-((3s,5s,7s)-adamantan-1-yl)piperazin-1-yl)ethoxy)-2-methyl-4-oxoquinazolin-3(4H)-yl)piperidine-2,6-dione